C(C)(C)(C)OC(=O)NC1=NC=CC(=C1)CN([C@H](C(=O)OCC1=CC=CC=C1)C(C)C)C benzyl (S)-2-(((2-((tert-butoxycarbonyl)amino)pyridin-4-yl)methyl)(methyl)amino)-3-methylbutanoate